O1CCC2=C1C(=CC=C2)[C@H](C)NC2=CC(N(C(N2)=O)C(C)C)=O (S)-6-((1-(2,3-Dihydrobenzofuran-7-yl)ethyl)amino)-3-isopropylpyrimidine-2,4(1H,3H)-dione